C(C(=C)C)(=O)OCCCCCCCCCCCCCCCCCCCC icosyl methacrylate